NCCCNCC1=CC=C(C(=O)NC2=CC=C(C=C2)S(=O)(=O)N2CCN(CC2)C2=NC(=CC(=C2)C(F)(F)F)OCC)C=C1 4-[(3-aminopropylamino)methyl]-N-[4-[4-[6-ethoxy-4-(trifluoromethyl)-2-pyridinyl]piperazin-1-yl]sulfonylphenyl]benzamide